(3-(hydroxymethyl)-1H-indol-1-yl)methylhexanoate OCC1=CN(C2=CC=CC=C12)COC(CCCCC)=O